NC1=C(N=CN1)C(=O)OC Methyl 5-aminoimidazole-4-carboxylate